C(CCCCCCC)C1=C(C=CC=C1)C(Cl)(C1=C(C=CC=C1)CCCCCCCC)C1=C(C=CC=C1)CCCCCCCC tri(octylphenyl)chloromethane